FC1=C(C=CC=C1)[C@@H]1[C@H](OC(O1)C1=CC=CC=C1)CO ((4R,5R)-5-(2-fluorophenyl)-2-phenyl-1,3-dioxolan-4-yl)methanol